N-(2,6-dichlorobenzyl)-1-(3',5'-difluoro-[3,4'-bipyridin]-6-yl)methanamine ClC1=C(CNCC2=CC=C(C=N2)C2=C(C=NC=C2F)F)C(=CC=C1)Cl